FC=1C=C2C=3C(=NNC(C3C1)=O)C(C(N2)C2=CC=C(C=C2)F)N2C(N(CC2=O)CCO)=O 5-fluoro-8-(4-fluorophenyl)-9-(1-(2-hydroxyethyl)-2,4-imidazolindione-3-yl)-8,9-dihydro-2H-pyrido[4,3,2-de]phthalazin-3(7H)-one